(1R)-1-[2,3-bis(difluoromethyl)phenyl]Ethylamine FC(C1=C(C=CC=C1C(F)F)[C@@H](C)N)F